CN1C(C(=C(C=C1)[O-])NC(N[C@@H](CC(=O)[O-])C=1C=C(C=CC1)C1=C(C=CC=C1)OC(F)(F)F)=O)=O.[Na+].[Na+] sodium (S)-3-(3-(1-methyl-4-oxido-2-oxo-1,2-dihydropyridin-3-yl)ureido)-3-(2'-(trifluoro methoxy)biphenyl-3-yl)propanoate